(S)-2-amino-N-((S)-1-amino-1-oxo-3-phenylpropan-2-yl)-6-(3-(2-(2-methoxyethoxy)ethoxy)propanamido)hexanamide N[C@H](C(=O)N[C@H](C(=O)N)CC1=CC=CC=C1)CCCCNC(CCOCCOCCOC)=O